OCC1=C(C(=NN1C=1C=NC=CC1)C(=O)N)OC=1C(=NC=CC1)[N+](=O)[O-] (hydroxymethyl)-4-((2-nitropyridin-3-yl)oxy)-1-(pyridin-3-yl)-1H-pyrazole-3-carboxamide